rac-(1s,2r,3r,5r)-2-fluoro-3-((3-(methylsulfanyl)-1,2,4-triazin-6-yl)amino)-8-azabicyclo[3.2.1]octane-8-carboxylic acid tert-butyl ester C(C)(C)(C)OC(=O)N1[C@@H]2[C@@H]([C@@H](C[C@H]1CC2)NC2=CN=C(N=N2)SC)F |r|